ClC=1C=C2C(OCC=3N=CC=CC3C3=C(C=C(C(NS(C(C1OC)=C2)(=O)=O)=C3)F)F)=O 13-chloro-19,21-difluoro-14-methoxy-16,16-dioxo-9-oxa-16λ6-thia-6,17-diazatetracyclo[16.3.1.111,15.02,7]tricosa-1(21),2(7),3,5,11,13,15(23),18(22),19-nonaen-10-one